(3,4-dimethoxyphenyl)-5-methyl-4,5-dihydro-oxazole COC=1C=C(C=CC1OC)C=1OC(CN1)C